N-(tert-butoxycarbonyl)-2-phosphonoglycine trimethyl ester CC(C)(C)OC(=O)NC(C(=O)OC)P(=O)(OC)OC